ClC=1C=C(C(=NC1)OC=1C(=CC=NC1)C)F 5-[(5-chloro-3-fluoropyridin-2-yl)oxy]-4-methylpyridin